N,N'-Dibenzyliden-4,4'-methylen-bis(cyclohexyl-amin) C(C1=CC=CC=C1)=NC1CCC(CC1)CC1CCC(CC1)N=CC1=CC=CC=C1